C(#N)C=1C=NN2C1C(=CC(=C2)C=2C=NN(C2C)C2CN(C2)C2CC1CN(C(C2)C1)C(=O)OC(C)(C)C)OC tert-Butyl 3-[3-[4-(3-cyano-4-methoxy-pyrazolo[1,5-a]pyridin-6-yl)-5-methyl-pyrazol-1-yl]azetidin-1-yl]-6-azabicyclo[3.2.1]octane-6-carboxylate